O[C@@H]1[C@H]([C@H]2OC(OC[C@H]2O[C@H]1C(=O)OC)(C)C)N1N=NC(=C1)C1=CC(=C(C(=C1)F)F)F Methyl (4aR,6R,7R,8R,8aR)-7-hydroxy-2,2-dimethyl-8-(4-(3,4,5-trifluorophenyl)-1H-1,2,3-triazol-1-yl)hexahydropyrano[3,2-d][1,3]dioxine-6-carboxylate